3-amino-3-{[3-(ethylthio)-1-methoxy-1-oxopropan-2-yl]carbamoyl}propanoic acid NC(CC(=O)O)C(NC(C(=O)OC)CSCC)=O